(S)-quinuclidin-3-yl (6-methoxy-5-(4-methoxy-3,5-dimethylphenyl)-2,2-dimethyl-2,3-dihydro-1H-inden-1-yl)carbamat COC1=C(C=C2CC(C(C2=C1)NC(O[C@@H]1CN2CCC1CC2)=O)(C)C)C2=CC(=C(C(=C2)C)OC)C